NC=1N=C(C2=C(N1)CN(C2=O)CC2=CC=C(C=C2)CN2CCCC2)NCCCC 2-amino-4-(butylamino)-6-(4-(pyrrolidine-1-ylmethyl)benzyl)-6,7-dihydro-5H-pyrrolo[3,4-d]pyrimidin-5-one